C(C)(C)(C)OC(=O)N1[C@@H](CN(C[C@@H]1C)C1=CC(=CC=C1)C=C(Br)Br)C (2R,6S)-4-(3-(2,2-dibromovinyl)phenyl)-2,6-dimethylpiperazine-1-carboxylic acid tert-butyl ester